tert-Butyl (2S,4R)-4-fluoro-2-((((S)-1-methylpyrrolidin-3-yl)methyl)carbamoyl)pyrrolidine-1-carboxylate F[C@@H]1C[C@H](N(C1)C(=O)OC(C)(C)C)C(NC[C@H]1CN(CC1)C)=O